(R,E)-N-(8-(2-(1H-pyrazol-4-yl)vinyl)isoquinolin-1-yl)-4-(1-methyl-1H-1,2,3-triazol-4-yl)-N-(piperidin-3-yl)benzamide N1N=CC(=C1)/C=C/C=1C=CC=C2C=CN=C(C12)N(C(C1=CC=C(C=C1)C=1N=NN(C1)C)=O)[C@H]1CNCCC1